CS(=O)(=O)C1=CC=C(C=C1)SC1=NC=CC(=N1)N 2-((4-(methylsulfonyl)phenyl)thio)pyrimidin-4-amine